6-chloro-4-ethyl-3,4-dihydro-2H-benzo[b][1,4]oxazine-2-carboxylic acid ClC1=CC2=C(OC(CN2CC)C(=O)O)C=C1